2-chloro-5-(4-(2-methoxyethoxy)benzyl)pyrimidine ClC1=NC=C(C=N1)CC1=CC=C(C=C1)OCCOC